OC1=CC=C(C=C1)C1OC2=C(C(=CC=C2C(C1)C1=CC=C(C=C1)OC)OC)C (4-hydroxyphenyl)-4-(4-methoxyphenyl)-7-methoxy-8-methylchroman